N1=C(C=CC=C1)CC(C(N)(CC1=NC=CC=C1)CC1=NC=CC=C1)N (e)-tris(pyridin-2-ylmethyl)ethane-1,2-diamine